benzyl-N-(1H-indol-6-yl)-3-oxo-3,4-dihydro-2H-benzo[b][1,4]thiazine-6-carboxamide C(C1=CC=CC=C1)C1C(NC2=C(S1)C=CC(=C2)C(=O)NC2=CC=C1C=CNC1=C2)=O